undecylpentenyl-phosphoglucose C(CCCCCCCCCC)[C@@](C(=O)C=CCCC)(OP(=O)(O)O)[C@@H](O)[C@H](O)[C@H](O)CO